6-(6-cyclopropyl-7-ethoxyimidazo[1,2-a]pyridin-3-yl)-N-((2S,4S)-2-methylpiperidin-4-yl)pyridin-2-amine C1(CC1)C=1C(=CC=2N(C1)C(=CN2)C2=CC=CC(=N2)N[C@@H]2C[C@@H](NCC2)C)OCC